ClC1=C(C=CC(=C1)NCC1=CC(=CC(=C1)C(F)(F)F)F)C=1C(=C(C(=O)N)C=CC1)O (2-chloro-4-((3-fluoro-5-(trifluoromethyl)benzyl)amino)phenyl)-2-hydroxybenzamide